(3R)-3-[8-[4-[4-[2-[3-amino-6-(2-hydroxyphenyl)pyridazin-4-yl]-4-pyridyl]piperazin-1-yl]cyclohexyl]-2,3-dihydro-1,4-benzoxazin-4-yl]piperidine-2,6-dione NC=1N=NC(=CC1C1=NC=CC(=C1)N1CCN(CC1)C1CCC(CC1)C1=CC=CC=2N(CCOC21)[C@H]2C(NC(CC2)=O)=O)C2=C(C=CC=C2)O